CC=1C(=NC(=CC1)C=C)OC1=CC(=CC=C1)C(F)(F)F 3-methyl-2-[3-(trifluoromethyl)phenoxy]-6-vinyl-pyridine